COC1=NNC2=NC=C(C=C21)OC2=CC=C(C=C2)N2C(N(CC2=O)C=2C=NC=C(C2)C(F)(F)F)=O 3-{4-[(3-methoxy-1H-pyrazolo[3,4-b]pyridin-5-yl)oxy]phenyl}-1-[5-(trifluoromethyl)-3-pyridinyl]-2,4-imidazolidinedione